ClC=1C=C(C=CC1)C(NC(=O)[C@@H]1CNC(C1)=O)C1=CC(=CC=C1)C#N (3S)-N-((3-chlorophenyl)(3-cyanophenyl)methyl)-5-oxopyrrolidine-3-carboxamide